4-(PROPAN-2-YLOXY)BUTANOIC ACID CC(C)OCCCC(=O)O